N=1C=CN2N=C(C=CC21)C2=CNC=1N=C(N=CC12)NC1CCC(CC1)(O)C (1r,4r)-4-((5-(imidazo[1,2-b]pyridazin-6-yl)-7H-pyrrolo[2,3-d]pyrimidin-2-yl)amino)-1-methylcyclohexan-1-ol